triacetoxytetrabutyl-ammonium borohydride [BH4-].C(C)(=O)OC(CCC[N+](CCCC)(CCCC)CCCC)(OC(C)=O)OC(C)=O